OCC1CCN(CC1)C1=CC=C(C=N1)C1C(NC(CC1)=O)=O 3-(6-(4-(hydroxymethyl)piperidin-1-yl)pyridin-3-yl)piperidine-2,6-dione